pentaerythritol tetra(3-mercapto acrylate) SC=CC(=O)OCC(COC(C=CS)=O)(COC(C=CS)=O)COC(C=CS)=O